2-((2S,5R,8S,11S)-5-benzyl-11-(3-guanidinopropyl)-8-isopropyl-7-methyl-3,6,9,12,15-pentaoxo-1,4,7,10,13-pentaazacyclopentadecane-2-yl)acetic acid C(C1=CC=CC=C1)[C@H]1NC([C@@H](NC(CNC([C@@H](NC([C@@H](N(C1=O)C)C(C)C)=O)CCCNC(=N)N)=O)=O)CC(=O)O)=O